cerium-cobalt oxide [Co]=O.[Ce]